ClC=1C=C(C=CC1)O 3-chloro-phenol